FC(C=1C=C(C=CC1)NC1=NC(=NC(=N1)NC1=CC(=CC(=C1)F)F)N1CC(CC1)O)(F)F 1-(4-((3-(trifluoromethyl)phenyl)amino)-6-((3,5-difluorophenyl)amino)-1,3,5-triazin-2-yl)pyrrolidin-3-ol